BrC1=CC=CC=2N(C=NC21)COCC[Si](C)(C)C 4-bromo-1-((2-(trimethylsilyl)ethoxy)methyl)-1H-benzo[d]imidazole